(R)-tert-butyl (1-(3-fluoro-4-nitrobenzoyl)pyrrolidin-3-yl)carbamate FC=1C=C(C(=O)N2C[C@@H](CC2)NC(OC(C)(C)C)=O)C=CC1[N+](=O)[O-]